(6-butyryl-4-chloropyridin-3-yl)boronic acid C(CCC)(=O)C1=CC(=C(C=N1)B(O)O)Cl